O=S1(CC2=C(C1)C=C(C=C2)NC=2N=CC1=C(N2)N(C(C(=C1)F)=O)[C@H]1[C@](CCC1)(C)O)=O 2-((2,2-dioxo-1,3-dihydrobenzo[c]thiophen-5-yl)amino)-6-fluoro-8-((1R,2R)-2-hydroxy-2-methylcyclopentyl)pyrido[2,3-d]pyrimidin-7(8H)-one